Cl.CSCCN 2-(methylsulfanyl)ethanamine hydrochloride